C(C)(C)(C)C1=CC(C=C(C1=O)C(C)(C)C)=CC#N 2-(3,5-di-t-butyl-4-oxocyclohex-2,5-dien-1-ylidene)acetonitrile